C(C)(C)(C)C=1C=C(C=C(C1O)C(C)(C)C)OC(CC)=O 3,5-di-tert-butyl-4-hydroxyphenylpropionate